BrC=1C=CC=2N(C3=CC=C(C=C3C2C1)Br)C1=C(C=CC=C1)[N+](=O)[O-] 3,6-dibromo-9-(2-nitrophenyl)-9H-carbazole